(R)-1-(methylamino)-N-(2-(1-methylpyrrolidin-2-yl)-1H-pyrrolo[3,2-c]pyridin-6-yl)isoquinoline-6-carboxamide CNC1=NC=CC2=CC(=CC=C12)C(=O)NC1=CC2=C(C=N1)C=C(N2)[C@@H]2N(CCC2)C